N-(3-amino-6-methoxypyridin-2-yl)-N-Methylmethanesulfonamide NC=1C(=NC(=CC1)OC)N(S(=O)(=O)C)C